1-(2,6-dimethylpyridin-3-yl)-N-((6-(thiophen-2-yl)pyridazin-3-yl)methyl)-1H-1,2,3-triazole-4-carboxamide CC1=NC(=CC=C1N1N=NC(=C1)C(=O)NCC=1N=NC(=CC1)C=1SC=CC1)C